C1=NC(=CC2=CC=CC=C12)CC=1C=2N(C=CC1)N=CC2C(=O)N[C@@H](C)C2=CC=C(C(=O)O)C=C2 4-[(1S)-1-[[4-(3-isoquinolylmethyl)pyrazolo[1,5-a]pyridine-3-carbonyl]amino]ethyl]benzoic acid